ClC1=CC=CC2=C1NC(=N2)CNC2=NC(=NC=1N2N=CC1C1=CSC=C1)N1CCOCC1 N-((7-chloro-1H-benzo[d]imidazol-2-yl)methyl)-2-morpholino-8-(thiophen-3-yl)pyrazolo[1,5-a][1,3,5]triazin-4-amine